4-chlorophenyl-sulfonyl-hydrazine sodium salt [Na].ClC1=CC=C(C=C1)S(=O)(=O)NN